(S)-7-(4-(2-(((S)-1,4-dioxan-2-yl)methoxy)-5-fluorophenyl)piperidin-1-yl)-2-(1,3,4-oxadiazol-2-yl)-5-oxa-2-azaspiro[3.4]octane O1[C@@H](COCC1)COC1=C(C=C(C=C1)F)C1CCN(CC1)[C@@H]1COC2(CN(C2)C=2OC=NN2)C1